(3S,4R)-4-((5-chloro-4-(7-fluoro-2-(1-hydroxycyclopentyl)-3,3-dimethyl-3H-indol-5-yl)pyrimidine-2-yl)amino)tetrahydro-2H-pyran-3-ol ClC=1C(=NC(=NC1)N[C@H]1[C@@H](COCC1)O)C=1C=C2C(C(=NC2=C(C1)F)C1(CCCC1)O)(C)C